C1CC(C1)(C(=O)O)C(=O)O.N.N.[Pt+2] The molecule is a platinum coordination entity with cis square-planar geometry in which platinum(II) is coordinated to two ammonia ligands and a bidentate cyclobutane-1,1-dicarboxylate ligand. It has a role as a mutagen and an antineoplastic agent. It contains a cyclobutane-1,1-dicarboxylate(2-).